2-((1r,4r)-4-(2-(4-(4-(2,4-dioxotetrahydropyrimidin-1(2H)-yl)-1H-indol-1-yl)piperidin-1-yl)ethyl)cyclohexyl)-N-(imidazo[1,2-b]pyridazin-3-yl)-6-methoxy-2H-indazole-5-carboxamide O=C1N(CCC(N1)=O)C1=C2C=CN(C2=CC=C1)C1CCN(CC1)CCC1CCC(CC1)N1N=C2C=C(C(=CC2=C1)C(=O)NC1=CN=C2N1N=CC=C2)OC